2-bromo-8-methyl-8-(trifluoromethyl)-7,8-dihydro-6H-pyrazolo[1,5-a]pyrrolo[2,3-e]pyrimidine-6-carboxylic acid tert-butyl ester C(C)(C)(C)OC(=O)N1CC(C2=C1C=NC=1N2N=C(C1)Br)(C(F)(F)F)C